C1(=CC=CC=C1)[C@@H]1N2C(COC1)=NC1=C2C=C(C=C1)C=1C=NC=NC1 5-((S)-4-phenyl-3,4-dihydro-1H-benzo[4,5]imidazo[2,1-c][1,4]oxazin-7-yl)pyrimidin